ClC=1C(=CC(=C(C1)CCCCNC(OC(C)(C)C)=O)C)COC1(CC1)C=1C=NC=CC1C1=C(C=CC=C1)OC1CC1 tert-butyl N-[4-[5-chloro-4-([1-[4-(2-cyclopropoxyphenyl)pyridin-3-yl]cyclopropoxy]methyl)-2-methylphenyl]butyl]carbamate